N,N',N''-tri(2-hydroxypropyl)-N,N''-diisopropyldiethylenetriamine OC(CN(CCN(CCN(C(C)C)CC(C)O)CC(C)O)C(C)C)C